5-fluoro-3-(pyrrolidin-3-yl)-2,7-naphthyridin-1(2H)-one FC1=C2C=C(NC(C2=CN=C1)=O)C1CNCC1